1-[4-[7-(3-amino-1-isoquinolinyl)-6-chloro-quinazolin-4-yl]piperazin-1-yl]prop-2-en-1-one NC=1N=C(C2=CC=CC=C2C1)C1=C(C=C2C(=NC=NC2=C1)N1CCN(CC1)C(C=C)=O)Cl